N1N=NN=C1/C=C/CN1C(N(C2=NC(=NC=C12)N)[C@@H]1O[C@@H]([C@H]([C@H]1O)F)CO)=O 7-((E)-3-(1H-tetrazol-5-yl)allyl)-2-amino-9-((2R,3S,4S,5R)-4-fluoro-3-hydroxy-5-(hydroxymethyl)tetrahydrofuran-2-yl)-7,9-dihydro-8H-purin-8-one